COCCC=1C=C(C=CC1CCOC)NC1CCC(CC1)NC(OC(C)(C)C)=O tert-butyl (4-((3,4-bis(2-methoxyethyl)phenyl)amino) cyclohexyl)carbamate